3-(3-amino-4-(4,4,5,5-tetramethyl-1,3,2-dioxaborolan-2-yl)-1H-pyrazole-1-Yl)-3-(cyanomethyl)azetidine-1-carboxylic acid tert-butyl ester C(C)(C)(C)OC(=O)N1CC(C1)(CC#N)N1N=C(C(=C1)B1OC(C(O1)(C)C)(C)C)N